CC1(CCC(CC1)N(C1=C(C=CC=C1)NS(=O)(=O)C1=CC=C(C=C1)S(=O)(=O)N(C)C)C)C N1-(2-((4,4-dimethylcyclohexyl)(methyl)amino)phenyl)-N4,N4-dimethylbenzene-1,4-disulfonamide